N-(4-(4-amino-7-cyano-1-methyl-3-(4-((4-methylpyrimidin-2-yl)oxy)phenyl)-1H-pyrrolo[3,2-c]pyridin-2-yl)-3-methylphenyl)acrylamide NC1=NC=C(C2=C1C(=C(N2C)C2=C(C=C(C=C2)NC(C=C)=O)C)C2=CC=C(C=C2)OC2=NC=CC(=N2)C)C#N